tetrahydro-pyrantriol O1C(C(C(CC1)O)O)O